CCCCCCCC\C=C/CCCCCCCC (9Z)-octadec-9-en